4,4'-dicarboxydiphenylsulfone C1=CC(=CC=C1C(=O)O)S(=O)(=O)C2=CC=C(C=C2)C(=O)O